3-cyclohexyl-1-oxo-1-((1-oxo-3-(2-oxopyrrolidin-3-yl)propan-2-yl)amino)propan C1(CCCCC1)CCC(NC(C=O)CC1C(NCC1)=O)=O